CCCCCCCCCCCCCCCCCCCCCCCCCCCCCCCCCCCCCCCCCCCCCCCCCCCCCCCCCCCCCCCCCCCCCCCCCCCCCCCCCCCCCCCCCCCCCCCCCCCCCCCCCCCCC Nonahectane